methyl 5-chloro-7-methyl-1,2,3,4-tetrahydronaphthalene-1-carboxylate ClC1=C2CCCC(C2=CC(=C1)C)C(=O)OC